7-((S)-sec-butoxy)-N-(1-((1S,2R)-2-fluorocyclopropyl)-2-oxo-1,2-dihydropyridin-3-yl)-2-(1-methyl-2-oxabicyclo[2.1.1]hexan-4-yl)imidazo[1,2-a]pyrimidine-6-carboxamide [C@H](C)(CC)OC1=NC=2N(C=C1C(=O)NC=1C(N(C=CC1)[C@@H]1[C@@H](C1)F)=O)C=C(N2)C21COC(C2)(C1)C